Bicyclo(2.2.1)heptadien C12=CC=C(CC1)C2